(2R,4S)-4-[[(2S)-2-amino-3,3-dimethyl-butanoyl]amino]-2-(4-boronobutyl)piperidine-2-carboxylic acid N[C@H](C(=O)N[C@@H]1C[C@@](NCC1)(C(=O)O)CCCCB(O)O)C(C)(C)C